CC12C(CC(CC1)C2(C)C)SC(C(=O)O)C 2-((1,7,7-trimethyl-bicyclo[2.2.1]heptan-2-yl)thio)propanoic acid